C5-bromo-2-(pyridin-4-yl)pyrido[3,4-d]pyrimidin-4-ol BrC1=CN=CC=2N=C(N=C(C21)O)C2=CC=NC=C2